ClC=1C=CC(=C(C1)C1=NN(C=C1NC(=O)C=1C=NN2C1N=CC=C2)C(C(=O)N2CC(CC2)O)F)OC N-(3-(5-chloro-2-methoxyphenyl)-1-(1-fluoro-2-(3-hydroxypyrrolidin-1-yl)-2-oxoethyl)-1H-pyrazol-4-yl)pyrazolo[1,5-a]pyrimidine-3-carboxamide